5-(2-(2-fluoro-6-((phenylamino)methyl)pyridin-4-yl)-1H-pyrrolo[2,3-b]pyridin-4-yl)-1H-indazol FC1=NC(=CC(=C1)C1=CC=2C(=NC=CC2C=2C=C3C=NNC3=CC2)N1)CNC1=CC=CC=C1